FC(C)(F)C=1C=CC(=C(C1)NC(=O)C1C(=NN(C1=O)C1=CC=C(C=C1)OC(F)F)C)CO N-(5-(1,1-difluoroethyl)-2-(hydroxymethyl)phenyl)-1-(4-(difluoromethoxy)phenyl)-3-methyl-5-oxo-4,5-dihydro-1H-pyrazole-4-carboxamide